(1s,3s)-1-methyl-3-((5-(pyrazolo[1,5-a]pyrimidin-5-yl)-7H-pyrrolo[2,3-d]pyrimidin-2-yl)amino)cyclobutan CC1CC(C1)NC=1N=CC2=C(N1)NC=C2C2=NC=1N(C=C2)N=CC1